N-benzyl-3-[4-(dimethylamino)pyrido[3,2-d]pyrimidin-6-yl]benzene-1-sulfonamide C(C1=CC=CC=C1)NS(=O)(=O)C1=CC(=CC=C1)C=1C=CC=2N=CN=C(C2N1)N(C)C